N1=NCC=CC1 3,6-Dihydropyridazin